F[C@H]1[C@]2(CC[C@@](CC1)(N2C)C)C (1R,2R,3S,5S)-2-fluoro-1,5,8-trimethyl-8-azabicyclo[3.2.1]octan